NC1=NC2=C(C3=CN=CC=C13)C=C(C=C2)C(=O)N(C2COC1=C2C=CC(=C1)C(F)(F)F)C1=NN(C=C1)C 5-amino-N-(1-methyl-1H-pyrazol-3-yl)-N-(6-(trifluoromethyl)-2,3-dihydrobenzofuran-3-yl)benzo[c][2,6]naphthyridin-9-carboxamide